(5R)-4-(5-((S)-2-(4-chlorophenyl)-3-(isopropylamino)propionyl)-2,5-diazabicyclo[2.2.1]heptan-2-yl)-5-methyl-5,8-dihydropyrido[2,3-d]pyrimidin-7(6H)-one ClC1=CC=C(C=C1)[C@H](C(=O)N1C2CN(C(C1)C2)C=2C1=C(N=CN2)NC(C[C@H]1C)=O)CNC(C)C